FC1(CN(CC[C@H]1N1C(N(C=2C=NC=3C=CC(=CC3C21)C=2C=NC(=CC2)OC)C)=O)C)F (R)-1-(3,3-difluoro-1-methylpiperidin-4-yl)-8-(6-methoxypyridin-3-yl)-3-methyl-1,3-dihydro-2H-imidazo[4,5-c]quinolin-2-one